N-[6-(5-chloro-1,3-benzoxazol-2-yl)spiro[3.3]heptan-2-yl]-5-(cyclopropylsulfonimidoyl)furan-2-carboxamide ClC=1C=CC2=C(N=C(O2)C2CC3(CC(C3)NC(=O)C=3OC(=CC3)S(=O)(=N)C3CC3)C2)C1